2-(methylsulfonyl)-3-pyridinamine CS(=O)(=O)C1=NC=CC=C1N